C1CN(CCN(CCCN(CCN(C1)CC(=O)O)CC(=O)O)CC(=O)O)CC(=O)O The molecule is an azamacrocyle in which four nitrogen atoms at positions 1, 4, 8 and 11 of a fouteen-membered ring are each substituted with a carboxymethyl group. It has a role as a chelator. It derives from a hydride of a 1,4,8,11-tetraazacyclotetradecane.